tert-butyl (4-((7R,14R)-6-(methyl-d3)-5-oxo-1-((triisopropylsilyl)ethynyl)-5,6,7,14-tetrahydro-7,14-methanobenzo[f]benzo[4,5]imidazo[1,2-a][1,4]diazocin-11-yl)benzyl)carbamate C(N1[C@H]2C=3N([C@@H](C4=C(C1=O)C=CC=C4C#C[Si](C(C)C)(C(C)C)C(C)C)C2)C2=C(N3)C=CC(=C2)C2=CC=C(CNC(OC(C)(C)C)=O)C=C2)([2H])([2H])[2H]